C(=O)(O)C1=CC=CC(=N1)CN1CCN(CCN(CCN(CC1)CC(=O)O)CC(=O)O)CC(=O)O 10-((6-carboxypyridin-2-yl)methyl)-1,4,7,10-tetra-azacyclododecane-1,4,7-triacetic acid